ClC=1C=CC(=C(C(=O)NC=2SC(=CN2)[N+](=O)[O-])C1)O 5-chloro-2-hydroxy-N-(5-nitrothiazol-2-yl)benzamide